C(CC)P1(OP(OP(O1)(CCC)=O)(CCC)=O)=O 2,4,6-tripropyl-1,3,5,2,4,6-trioxa-triphosphorinane-2,4,6-trioxide